C(C1=CC=CC=C1)OC1=C(C=CC=C1F)C1=CC(=CC=C1F)C[C@]1(C[C@H](CC1)NS(=O)(=O)C)C(=O)NN N-((1S,3R)-3-((2'-(benzyloxy)-3',6-difluoro-[1,1'-biphenyl]-3-yl)methyl)-3-(hydrazinecarbonyl)cyclopentyl)methanesulfonamide